N-(4-tert-butyl-benzyl)-1-naphthylamine C(C)(C)(C)C1=CC=C(CNC2=CC=CC3=CC=CC=C23)C=C1